FC(C(C(C(C(=O)N)(F)F)(F)F)(F)F)(C(=O)N)F octafluorobutanedicarboxamide